C12OCC(NC1)C2 2-oxa-5-azabicyclo[2.2.1]heptan